Methyl 2-fluoro-5-(4,4,5,5-tetramethyl-1,3,2-dioxaborolan-2-yl)pyridine-4-carboxylate FC1=NC=C(C(=C1)C(=O)OC)B1OC(C(O1)(C)C)(C)C